(3-(4-(2-Bromoethoxy)phenoxy)-6-methoxybenzo[B]thiophen-2-yl)(3-fluorophenyl)methanone BrCCOC1=CC=C(OC=2C3=C(SC2C(=O)C2=CC(=CC=C2)F)C=C(C=C3)OC)C=C1